Ethyl 5-(bis(tert-butoxycarbonyl) amino)-4-bromo-1-methyl-1H-imidazole-2-carboxylate C(C)(C)(C)OC(=O)N(C1=C(N=C(N1C)C(=O)OCC)Br)C(=O)OC(C)(C)C